CN1CC2=CC(=CC(=C2CC1)C)C=1N=C(C(=NC1)N)OC=1C=NN(C1)C1CN(C1)S(=O)(=O)C1=CC=CC=C1 5-(2,5-dimethyl-1,2,3,4-tetrahydroisoquinolin-7-yl)-3-(1-(1-(benzenesulfonyl)azetidin-3-yl)-1H-pyrazol-4-yloxy)pyrazin-2-amine